(5S,8R,9S,10S,13R,14S,17R)-10,13-dimethylhexadecane C[C@@H](CCCCCCCCC)CC[C@@H](CCC)C